5-hydroxy-3-mercaptopentanone OCCC(C(C)=O)S